tris-(2-carboxyethyl)phosphine, hydrochloride Cl.C(=O)(O)CCP(CCC(=O)O)CCC(=O)O